trifluorotriazine C1(=NC(=NC(=N1)F)F)F